2-(tert-butoxycarbonyl)acetic acid C(C)(C)(C)OC(=O)CC(=O)O